1-Anilino-8-naphthalenesulfonic Acid N(C1=CC=CC=C1)C1=CC=CC2=CC=CC(=C12)S(=O)(=O)O